3-bromo-2-chloro-5,6,7,8-tetrahydronaphthalene-1-carbaldehyde BrC=1C(=C(C=2CCCCC2C1)C=O)Cl